4-(1-hydroxy-1-phenylethyl)benzonitrile OC(C)(C1=CC=CC=C1)C1=CC=C(C#N)C=C1